C(C)C1(CN(C1)C(C)=O)O 1-(3-ethyl-3-hydroxy-azetidin-1-yl)ethanone